tert-butyl 5-bromo-3-(4-(dimethylcarbamoyl)phenyl)-1H-pyrrolo[2,3-b]pyridine-1-carboxylate BrC=1C=C2C(=NC1)N(C=C2C2=CC=C(C=C2)C(N(C)C)=O)C(=O)OC(C)(C)C